C1(=CC=CC=C1)S(=O)(=O)/C=C/CC(=O)O (E)-4-(benzenesulfonyl)but-3-enoic acid